2-(4-methoxyphenyl)-5-methyl-1,3,4-oxadiazole COC1=CC=C(C=C1)C=1OC(=NN1)C